C(C)(C)(C)OC(=O)C1CCC(CC1)CN1CC2=C(CC1)N(C(=N2)C(=O)OC)C methyl 5-(((1r,4r)-4-(tert-butoxycarbonyl)cyclohexyl)methyl)-1-methyl-4,5,6,7-tetrahydro-1H-imidazo[4,5-c]pyridine-2-carboxylate